hydroxy-ethyl acrylate C(C=C)(=O)OCCO